NC1=NC=CC=C1C1=NC2=C(N1C1=CC=C(C=C1)NC(=O)[C@@H]1CC[C@H](CC1)C(=O)OC)C=C(C=C2)C2CCOCC2 trans-methyl 4-[[4-[2-(2-amino-3-pyridyl)-6-tetrahydropyran-4-yl-benzimidazol-1-yl]phenyl]carbamoyl]cyclohexanecarboxylate